ClCCN(CC)CC 2-chloro-N,N-diethylethan-1-amine